C(C1=CC=CC=C1)NOC1=C(C=C(C=C1)[N+](=O)[O-])[N+](=O)[O-] N-benzyl-O-(2,4-dinitrophenyl)hydroxylamine